CN1CCN(CC1)C(=O)OCC(=O)N1[C@@H](C[C@H](C1)F)C(N[C@@H](C1=CC=CC=C1)C1=CC(=C(C=C1)C1CC1)F)=O 2-[(2S,4R)-2-{[(S)-(4-cyclopropyl-3-fluorophenyl)(phenyl)methyl] carbamoyl}-4-fluoropyrrolidin-1-yl]-2-oxoethyl 4-methylpiperazine-1-carboxylate